S1C=C(C(=C1)N)N thiophene-3,4-diamine